O1C(=CC=C1)C1=CC=C(CC2(N(C(CN(C2)S(=O)(=O)C2=CC=CC=C2)(C)C)C(C(C)C)=O)C(=O)N)C=C1 (4-(furan-2-yl)benzyl)-1-isobutyryl-6,6-dimethyl-4-(phenylsulfonyl)piperazine-2-carboxamide